C(OC1=CC=C2C=NNC2=C1[N+](=O)[O-])([2H])([2H])[2H] 6-(2H3)methoxy-7-nitro-1H-indazole